5-(7-(3-fluoro-3-(trifluoromethyl)azetidin-1-yl)pyrazolo[1,5-a]pyrimidin-5-yl)pyrimidine-2,4(1H,3H)-dione FC1(CN(C1)C1=CC(=NC=2N1N=CC2)C=2C(NC(NC2)=O)=O)C(F)(F)F